FC(C=1C=C(OC2CCN(CC2)C(=O)N2C[C@@H]3[C@@H](OCC(N3)=O)CC2)C=CC1)(F)F (-)-(4aR,8aS)-6-(4-(3-(Trifluoromethyl)phenoxy)piperidine-1-carbonyl)hexahydro-2H-pyrido[4,3-b][1,4]oxazin-3(4H)-one